OCCC=1C=CC2=C(CCO2)C1 5-(2-hydroxyethyl)-2,3-dihydrobenzofuran